4-((5-chloro-3-isopropylpyrazolo[1,5-a]pyrimidin-7-yl)amino)piperidine-1-carboxylic acid (1-(tert-butyloxycarbonyl)-3-fluoroazetidine-3-yl)methyl ester C(C)(C)(C)OC(=O)N1CC(C1)(F)COC(=O)N1CCC(CC1)NC1=CC(=NC=2N1N=CC2C(C)C)Cl